IC=1C=C(C=CC1)OC 3-iodoanisole